20-oxo-5β-pregnan-3α,11α-diol O=C(C)[C@H]1CC[C@H]2[C@@H]3CC[C@@H]4C[C@@H](CC[C@]4(C)[C@H]3[C@@H](C[C@]12C)O)O